CC1(C2CCC([C@@H]1C2)=C)C (1S)-6,6-dimethyl-2-methylene-bicyclo[3.1.1]heptane